FC=1C=C(C=CC1N1CCN(CC1)CCOC)C1=CC2=C(C(=N1)C)C=C(N2C)C2=CC=C(C=C2)S(=O)(=O)C 6-(3-Fluoro-4-(4-(2-methoxyethyl)piperazin-1-yl)phenyl)-1,4-dimethyl-2-(4-(methylsulfonyl)phenyl)-1H-pyrrolo[3,2-c]pyridin